ClC1=C(C=CC(=C1)Cl)C=1N=C(OC1C1=CC=C(N(C2=CC=CC=C2)C2=CC=CC=C2)C=C1)C 4-(4-(2,4-dichlorophenyl)-2-methyloxazol-5-yl)-N,N-diphenylaniline